CC1=C(C(=O)NC2(CC2)C2=C3C=CC=NC3=CC(=C2)C=2OC=CN2)C=C(C=C1)OC[C@H]1N(CC1)C (s)-2-Methyl-5-((1-methylazetidin-2-yl)methoxy)-N-(1-(7-(oxazol-2-yl)quinolin-5-yl)cyclopropyl)benzamide